N-[2-hydroxy-1-(2-pyridyl)ethyl]-8-[4-(trifluoromethyl)phenoxy]quinoline-3-carboxamide OCC(C1=NC=CC=C1)NC(=O)C=1C=NC2=C(C=CC=C2C1)OC1=CC=C(C=C1)C(F)(F)F